5-acetyl-4-(5-(cyclopropylcarbamoyl)benzo[b]thiophen-3-yl)-2,6-dimethyl-1,4-dihydropyridine-3-carboxylic acid methyl ester COC(=O)C1=C(NC(=C(C1C=1C2=C(SC1)C=CC(=C2)C(NC2CC2)=O)C(C)=O)C)C